BrC=1C(=C(C(=CC1)N)N)C (E)-4-bromo-3-methylbenzene-1,2-diamine